(2S,5R)-6-(benzyloxy)-N-((1-methyl-1H-imidazol-4-yl)sulfonyl)-7-oxo-1,6-diazabicyclo[3.2.1]octan-2-carboxamidine C(C1=CC=CC=C1)ON1[C@@H]2CC[C@H](N(C1=O)C2)C(=N)NS(=O)(=O)C=2N=CN(C2)C